N(=O)N(O)C1=CC=CC=C1.[Al] aluminum N-nitroso-N-phenyl-hydroxylamine salt